bis-(Methylthio)diketopiperazine CSN1C(C(N(CC1)SC)=O)=O